(E)-2-(3-(2-cyano-2-(7-methoxy-1H-imidazo[4,5-b]pyridin-2-yl)vinyl)-2,5-dimethyl-1H-pyrrol-1-yl)-4,5-dimethylthiophene-3-carbonitrile C(#N)\C(=C/C1=C(N(C(=C1)C)C=1SC(=C(C1C#N)C)C)C)\C=1NC=2C(=NC=CC2OC)N1